2-Tert-butyl-N-(3-chloro-4-methylphenyl)-6-{[(2,5-dichlorophenyl)carbonyl]amino}-1H-benzimidazole-4-carboxamide C(C)(C)(C)C1=NC2=C(N1)C=C(C=C2C(=O)NC2=CC(=C(C=C2)C)Cl)NC(=O)C2=C(C=CC(=C2)Cl)Cl